C(C)(C)(C)NS(=O)(=O)C=1C=C(C=CC1B1OC(C(O1)(C)C)(C)C)NC(C)=O N-[3-(tert-butylsulfamoyl)-4-(4,4,5,5-tetramethyl-1,3,2-dioxaborolan-2-yl)phenyl]acetamide